C(#N)C=1C=CC(=C2C=CC=NC12)N1CC2C=3C=NC(=CC3CN2CC1)N1CCN(CC1)C(=O)OC(C)(C)C tert-butyl 4-[4-(8-cyano-5-quinolyl)-4,7,12-triazatricyclo[7.4.0.02,7]trideca-1(9),10,12-trien-11-yl]piperazine-1-carboxylate